5-Nitro-N-(tetrahydrofuran-3-yl)indoline-6-carboxylic acid methyl ester COC(=O)C1=C(C=C2CCN(C2=C1)C1COCC1)[N+](=O)[O-]